O=CCC=1C=C(C=CC1)C(C(=O)O)C [3-(2-oxoethyl)phenyl]propanoic acid